2,2,2-trifluoro-N-(3-fluorophenyl)acetamide FC(C(=O)NC1=CC(=CC=C1)F)(F)F